O(C1=CC=CC=C1)C1=CC=C(C=N1)C1=NN(C2=NC=NC(=C21)N)C2CCNCC2 3-(6-Phenoxypyridin-3-yl)-1-(piperidin-4-yl)-1H-pyrazolo[3,4-d]pyrimidin-4-amine